Azodiisobutyronitrile CC(C)(C#N)N=NC(C)(C)C#N